(S)-8-(2-amino-6-((R)-1-(2',6'-difluoro-[1,1'-biphenyl]-4-yl)-2,2,2-trifluoroethoxy)pyrimidin-4-yl)-2,8-diazaspiro[4.5]decane-3-carboxylic acid NC1=NC(=CC(=N1)N1CCC2(C[C@H](NC2)C(=O)O)CC1)O[C@@H](C(F)(F)F)C1=CC=C(C=C1)C1=C(C=CC=C1F)F